arginyl-β-naphthalenamide N[C@@H](CCCNC(N)=N)C(=O)C1=C(C=CC2=CC=CC=C12)C(=O)N